7-amino-8-(3-hydroxy-2,6-dimethylphenyl)imidazo[1,2-a]pyridine-6-carboxamide NC1=C(C=2N(C=C1C(=O)N)C=CN2)C2=C(C(=CC=C2C)O)C